C(C)(C)(C)OC(NOC([2H])([2H])[2H])=O (methoxy-d3)carbamic acid tert-butyl ester